tert-butyl (2R,5S)-4-(8-(but-2-yn-1-yl)-3,9-dimethyl-2-oxo-3,9-dihydro-2H-purin-6-yl)-2,5-diethylpiperazine-1-carboxylate C(C#CC)C=1N(C=2N(C(N=C(C2N1)N1C[C@H](N(C[C@@H]1CC)C(=O)OC(C)(C)C)CC)=O)C)C